ClC=1C=C(CNCCC(=O)NCCCNC2=C3C=NNC3=C(C(=C2)N2C=NN=C2)Cl)C=CC1OC(F)(F)F 3-((3-chloro-4-(trifluoromethoxy)benzyl)amino)-N-(3-((7-chloro-6-(4H-1,2,4-triazol-4-yl)-1H-indazol-4-yl)amino)propyl)propanamide